C(C)(C)(C)N1C[C@@H](CC1)NC(=O)N1CCN(C2=CC=CC=C12)CC1=CC=C(C=C1)F tert-butyl-(R)-3-(4-(4-fluorobenzyl)-1,2,3,4-tetrahydroquinoxaline-1-carboxamido)pyrrolidine